C1(C=2C(C(N1CC(C(=O)[O-])C(C)=O)=O)=CC=CC2)=O 2-(phthalimidomethyl)-3-oxo-butyrate